N-{(7R)-4-[(3R,4R,5S)-3-amino-4-hydroxy-5-methylpiperidin-1-yl]-7-hydroxy-6,7-dihydro-5H-cyclopenta[b]pyridin-3-yl}-6-(2,6-difluorophenyl)-5-fluoropyridine-2-carboxamide phosphate P(=O)(O)(O)O.N[C@@H]1CN(C[C@@H]([C@H]1O)C)C1=C2C(=NC=C1NC(=O)C1=NC(=C(C=C1)F)C1=C(C=CC=C1F)F)[C@@H](CC2)O